FC(O[C@H]1C[C@@H](N(CC1)C(=O)OCC1=CC=CC=C1)C1=CC=C(C=C1)C(=O)OC)F benzyl (trans)-4-(difluoromethoxy)-2-(4-(methoxycarbonyl)phenyl)piperidine-1-carboxylate